[N+](=[N-])=CC(CC[C@@H](C(=O)OC(C)C)NC(C(CC1=CNC2=CC=CC=C12)OC(CN(C)C)=O)=O)=O isopropyl (2S)-6-diazo-2-(2-((dimethylglycyl)oxy)-3-(1H-indol-3-yl)propanamido)-5-oxohexanoate